CC=1C=C(C=CC1C)C1=NN(C=C1/C=C/C(=O)N1C(CCCC1)C(=O)N)C1=CC=CC=C1 (E)-1-(3-(3-(3,4-dimethylphenyl)-1-phenyl-1H-pyrazol-4-yl)acryloyl)piperidine-2-carboxamide